CC(C[C@@H](C(=O)N1CCC(CC1)CC(=O)NC)N1C([C@@H](NCC1)CC(C)C)=O)C (S)-1-[(S)-3-Methyl-1-({4-[2-(methylamino)-2-oxoethyl]-1-piperidyl}carbonyl)butyl]-3-isobutyl-2-piperazinone